C(C)(C)(C)OC(=O)C1=C(N=C(S1)NC(CCNC(C1=CC(=CC=C1)C=1C=NN(C1)C)=O)=O)C 4-methyl-2-(3-(3-(1-methyl-1H-pyrazol-4-yl)benzoylamino)propionylamino)thiazole-5-carboxylic acid tert-butyl ester